decahydro-1H-pyrazino[1,2-a]quinoxalin-5(6H)-one C1CNCC2N1C1CCCCC1NC2=O